CC1=C(C=C(C=C1)C=1C(=NC=CC1C(F)(F)F)C(=O)N)B1OC(C(O1)(C)C)(C)C (4-methyl-3-(4,4,5,5-tetramethyl-1,3,2-dioxaborolan-2-yl)phenyl)-4-(trifluoromethyl)picolinamide